2-(4-cyclopropyl-6-methoxypyrimidin-5-yl)-6-(1-ethoxyethenyl)pyrido[2,3-d]pyrimidin-7-one C1(CC1)C1=NC=NC(=C1C=1N=CC=2C(N1)=NC(C(C2)C(=C)OCC)=O)OC